C1(CC1)S(=O)(=O)N1N=CC(=C1)C1=NC=CC(=N1)NC1=NC=C(C(=C1)OC(C)C)C#CC=1C=NN(C1)C (1-(cyclopropylsulfonyl)-1H-pyrazol-4-yl)-N-(4-isopropoxy-5-((1-methyl-1H-pyrazol-4-yl)ethynyl)pyridin-2-yl)pyrimidin-4-amine